2,3,6-triethyl-1,4-phenylene oxide C(C)C1=C2C(=CC(=C1CC)O2)CC